COC(C1=C(C=CC=C1)C(C1=C(C=C(C=C1)C)Cl)=O)=O (2-chloro-4-methylbenzoyl)benzoic acid methyl ester